ClC1=CC2=C(OC3=C2C(=CC=C3)F)C=C1 2-chloro-9-fluorodibenzo[b,d]furan